fluoro-nonane-2,4-dione silver (I) [Ag+].FCC(CC(CCCCC)=O)=O